P(=O)([O-])([O-])[O-].[NH4+].C(CCCCCCCCCC(C)C)O.[NH4+].[NH4+] isotridecanol ammonium phosphate